NCC[S-] 2-Aminoethane-1-thiolate